(S)-2-(5-chlorothiazol-2-ylcarbamoyl)phenyl 2-amino-3,3-dimethylbutanoate N[C@H](C(=O)OC1=C(C=CC=C1)C(NC=1SC(=CN1)Cl)=O)C(C)(C)C